FC(N1C=CC=2C1=NC(NC2)=O)(F)F 7-(trifluoromethyl)-2H,3H,7H-pyrrolo[2,3-d]pyrimidin-2-one